C1(CCC1)C=1C(=NN(C1NC(=O)NC1CC(C1)(F)F)C)C1=CC=C(C=C1)F 1-(4-cyclobutyl-3-(4-fluorophenyl)-1-methyl-1H-pyrazol-5-yl)-3-(3,3-difluorocyclobutyl)urea